sulphoimidazoline S(=O)(=O)(O)N1C=NCC1